7-ethynyl-2H,3H,4H-pyrido[3,2-b][1,4]oxazin-3-one C(#C)C1=CC=2OCC(NC2N=C1)=O